[({[(E)-benzoyloxy]methoxy}[(1E)-3-[(benzyloxy)amino]prop-1-en-1-yl]phosphoryl)oxy]methyl benzoate C(C1=CC=CC=C1)(=O)OCOP(=O)(\C=C\CNOCC1=CC=CC=C1)OCOC(C1=CC=CC=C1)=O